3-fluoro-2-hydroxy-5-(3-(4-(pyrrolidin-1-yl)phenyl)-1,2,4-thiadiazol-5-yl)benzeneFormaldoxime FC=1C(=C(C=C(C1)C1=NC(=NS1)C1=CC=C(C=C1)N1CCCC1)C=NO)O